CC1=CC=C(CN2N=NC(=C2)C2=CC=CC=C2)C=C1 1-(4-methylbenzyl)-4-phenyl-1H-1,2,3-triazole